oleyl-di(methyl)amine oxide C(CCCCCCC\C=C/CCCCCCCC)[N+](C)(C)[O-]